CC=1N=NC=C(C1C(=O)N[C@@H](CCOCCCCC1=NC=2NCCCC2C=C1)C(=O)O)C N-(3,5-dimethylpyridazine-4-carbonyl)-O-(4-(5,6,7,8-tetrahydro-1,8-naphthyridin-2-yl)butyl)homoserine